BrC=1C=C(C=CC1)N(S(=O)(=O)C1=CC=C(C=C1)C)CCC(=O)O 3-(N-(3-bromophenyl)-4-methylphenylsulfonamido)propionic acid